(trifluoromethyl)-1-methyl-N-(1,1,3-trimethylindan-4-yl)pyrazole-4-carboxamide FC(F)(F)C1=NN(C=C1C(=O)NC1=C2C(CC(C2=CC=C1)(C)C)C)C